N=1N=C(NC1)SC1=NC2=CC=CC=C2N=C1SC1=NN=CN1 2,3-Bis((4H-1,2,4-triazol-3-yl)thio)quinoxaline